FC(OC=1C=2N(N=C(C1)C=1C=C3C(=NC1)C=C(S3)C3CCN(C1(CC1)C3)C(=O)OC(C)(C)C)C=C(N2)C)F tert-butyl 7-[6-[8-(difluoromethoxy)-2-methyl-imidazo[1,2-b]pyridazin-6-yl]thieno[3,2-b]pyridin-2-yl]-4-azaspiro[2.5]octane-4-carboxylate